Cl.C(C1=CC=CC=C1)OC=1C(=C(C=C(C1F)C(F)(F)F)C1=NN(C2=C1C=NC(=C2)N2[C@@H](CNCC2)C)C)F (R)-3-(3-(benzyloxy)-2,4-difluoro-5-(trifluoromethyl)phenyl)-1-methyl-6-(2-methylpiperazin-1-yl)-1H-pyrazolo[4,3-c]pyridine HCl salt